C(C)(C)(C)OC(=O)N1CC(CC1)C=1C=NC(=CC1)N 3-(6-aminopyridin-3-yl)pyrrolidine-1-carboxylic acid tert-butyl ester